The molecule is a flavone C-glycoside that is fisetin substituted by a beta-D-glucopyranosyl residue at position 8 via a C-glycosidic linkage. It has a role as a plant metabolite. It is a flavone C-glycoside, a tetrahydroxyflavone, a 3'-hydroxyflavonoid and a 7-hydroxyflavonol. It derives from a fisetin. C1=CC(=C(C=C1C2=C(C(=O)C3=C(O2)C(=C(C=C3)O)[C@H]4[C@@H]([C@H]([C@@H]([C@H](O4)CO)O)O)O)O)O)O